FC=1C=C2NC(C(NC2=C(C1)F)=S)(C)C 6,8-difluoro-3,3-dimethyl-3,4-dihydroquinoxaline-2(1H)-thione